BrC1=C(N=NC(=C1)Cl)NC=NO N-(4-bromo-6-chloropyridazin-3-yl)-N'-hydroxyformimidamide